C(C1=CC=CC=C1)N1CCC2(CCCN(C2)S(=O)(=O)C=2C=NC(=CC2)Cl)CC1 9-Benzyl-2-((6-chloropyridin-3-yl)sulfonyl)-2,9-diazaspiro[5.5]undecane